N-[4-[(6,7-Dimethoxy-1,5-naphthyridin-4-yl)oxy]-3-fluorophenyl]-6-(4-fluorophenyl)-7-oxo-2,3-dihydro-1H-indolizine-8-carboxamide COC=1N=C2C(=CC=NC2=CC1OC)OC1=C(C=C(C=C1)NC(=O)C=1C(C(=CN2CCCC12)C1=CC=C(C=C1)F)=O)F